trans-4-acetoxycyclohexane-1-carboxylic acid C(C)(=O)O[C@@H]1CC[C@H](CC1)C(=O)O